6-(pyridin-4-yl)isoindolin-1-one N1=CC=C(C=C1)C1=CC=C2CNC(C2=C1)=O